lithium ethylene monocarbonate C1(OCCO1)=O.[Li]